2-bromo-2-(4-chloro-2-methoxyphenyl)-1-(6-fluoro-5-methyl-1H-indol-3-yl)ethanone BrC(C(=O)C1=CNC2=CC(=C(C=C12)C)F)C1=C(C=C(C=C1)Cl)OC